C(CCC)(=O)N[C@H]1C(O)O[C@@H]([C@@H]([C@@H]1O)O)CO N-n-butanoyl-galactosamine